5-bromo-N,3-dimethyl-2-nitroaniline BrC=1C=C(C(=C(NC)C1)[N+](=O)[O-])C